C(=C)C1(CCC(O1)=O)C 5-vinyl-dihydro-5-methyl-2(3H)-furanone